NC1=NNC2=C(C=C(C=C12)C1=C2C(=NC=C1)NC(=C2)CO)C#CC(C)(C)C (4-(3-amino-7-(3,3-dimethylbut-1-yn-1-yl)-1H-indazol-5-yl)-1H-pyrrolo[2,3-b]pyridin-2-yl)methanol